CC1=C(C(=O)NC2C(S(C2)=O)=O)C=CC=C1 2-methyl-N-(cis-1-oxo(oxo)3-thietanyl)-benzamide